tert-butyl (2R)-2-formylazetidine-1-carboxylate C(=O)[C@@H]1N(CC1)C(=O)OC(C)(C)C